(6aS,10aS)-3-heptyl-6,6,9-trimethyl-6a,7,8,10a-tetrahydro-6H-benzo[c]chromen-1-ol C(CCCCCC)C=1C=C(C=2[C@@H]3[C@@H](C(OC2C1)(C)C)CCC(=C3)C)O